4-((5-chloro-4-(1-isopropyl-1H-pyrazol-4-yl)pyrimidin-2-yl)amino)-N-(3-hydroxybenzyl)-3-methoxybenzamide ClC=1C(=NC(=NC1)NC1=C(C=C(C(=O)NCC2=CC(=CC=C2)O)C=C1)OC)C=1C=NN(C1)C(C)C